9-anthracenecarboxylic acid sodium salt [Na+].C1=CC=CC2=CC3=CC=CC=C3C(=C12)C(=O)[O-]